benzo[kl]Xanthene C1=CC=C2C=CC=C3OC=4C=CC=CC4C1=C23